4-hydroxybenzenemalononitrile OC1=CC=C(C=C1)C(C#N)C#N